BrC=1C=CC=C2CN(C(C12)=O)[C@@H](C(F)(F)F)C(C)(C)O |o1:11| (R or S)-7-bromo-2-(1,1,1-trifluoro-3-hydroxy-3-methylbutan-2-yl)isoindolin-1-one